OC(C)C1CCC(CC1)O 1,4-dihydroxyethyl-cyclohexane